FC1=CC=C(C=2SC(=C(C21)CC(F)(F)F)C#CCNC2=C(C=C(C=C2)S(=O)(=O)C)OC)NC2CCN(CC2)C N-(4-fluoro-2-(3-((2-methoxy-4-(methylsulfonyl)phenyl)amino)prop-1-yn-1-yl)-3-(2,2,2-trifluoroethyl)benzo[b]thiophen-7-yl)-1-methylpiperidin-4-amine